(R)-6-chloro-3-((1-(2-(4-(5-(dimethylamino)-1H-pyrazol-1-yl)piperidin-1-yl)-3,6-dimethyl-4-oxo-3,4-dihydroquinazolin-8-yl)ethyl)amino)-N-(methylsulfonyl)picolinamide ClC1=CC=C(C(=N1)C(=O)NS(=O)(=O)C)N[C@H](C)C=1C=C(C=C2C(N(C(=NC12)N1CCC(CC1)N1N=CC=C1N(C)C)C)=O)C